C1(=CC=CC=C1)C=1C=C2C=CN(C2=C(C1)C(=O)NC1(CC1)C1=CC=C(C(=O)O)C=C1)CC1=CC=C(C=C1)C(F)(F)F 4-(1-(5-Phenyl-1-(4-(trifluoromethyl)benzyl)-1H-indol-7-amido)cyclopropyl)benzoic acid